(S)-N-(1-(7-(difluoromethyl)-2-methylquinolin-5-yl)cyclopropyl)-2-methyl-5-((1-methylazetidin-2-yl)methoxy)benzamide FC(C1=CC(=C2C=CC(=NC2=C1)C)C1(CC1)NC(C1=C(C=CC(=C1)OC[C@H]1N(CC1)C)C)=O)F